BrC1=CC=CC=2N1N=C(N2)N 5-bromo[1,2,4]triazolo[1,5-a]pyridin-2-amine